2-(4-methoxyphenyl)-7-(methylthio)[1,2,4]triazolo[1,5-c]quinazolin-5(6H)-one COC1=CC=C(C=C1)C1=NN2C(NC=3C(=CC=CC3C2=N1)SC)=O